tert-butyl (2R,6S)-2-cyclopropyl-6-(hydroxymethyl)morpholine-4-carboxylate C1(CC1)[C@@H]1CN(C[C@H](O1)CO)C(=O)OC(C)(C)C